(2-chloro-5-((1-methyl-1H-pyrazol-4-yl)ethynyl)pyridin-4-yl)-3,3-difluoropiperidin-4-ol ClC1=NC=C(C(=C1)N1CC(C(CC1)O)(F)F)C#CC=1C=NN(C1)C